ClC=1C=C(C=CC1OC1=NC=CC(=N1)C)C1=C(N(C=2N=CN=C(C21)N)C)I 5-(3-chloro-4-((4-methylpyrimidin-2-yl)oxy)phenyl)-6-iodo-7-methyl-7H-pyrrolo[2,3-d]pyrimidin-4-amine